[Br-].C[N+](C\C=C(\CCCC(CCCC(CCCC(C)C)C)C)/C)(C)C (E)-N,N,N-trimethyl-3,7,11,15-tetramethyl-2-hexadecenaminium bromide